cyclohexyl-(4-(4-(3,4-dichloroisothiazol-5-yl)thiazol-2-yl)piperidin-1-yl)methanone C1(CCCCC1)C(=O)N1CCC(CC1)C=1SC=C(N1)C1=C(C(=NS1)Cl)Cl